ClC(C1=NC=CC(=C1)NC(=O)C=1C=NN(C1C(F)(F)F)C1=C2C=CNC(C2=CC=C1)=C=O)(F)F N-(2-(chlorodifluoromethyl)pyridin-4-yl)-1-(1-carbonyl-1,2-dihydroisoquinolin-5-yl)-5-(trifluoromethyl)-1H-pyrazole-4-carboxamide